5-Chloro-4-(dimethylphosphoryl)-N-(2-fluoro-4-iodophenyl)pyridin-3-amine ClC=1C(=C(C=NC1)NC1=C(C=C(C=C1)I)F)P(=O)(C)C